tert-butyl N-[1-(4-bromopyridin-2-yl)-3-methoxypropyl]carbamate BrC1=CC(=NC=C1)C(CCOC)NC(OC(C)(C)C)=O